2-oxo-6-(5-(trifluoromethyl)thiophen-2-yl)-3-trityl-2,3-dihydro-1H-imidazole O=C1NC=CN1C(C1=CC=CC=C1C=1SC(=CC1)C(F)(F)F)(C1=CC=CC=C1)C1=CC=CC=C1